C1(=CC=CC=C1)COC1=CC(=CC=C1)[C@@H](CI)C1CC1 (S)-1-(phenylmethyloxy)-3-(1-cyclopropyl-2-iodoethyl)benzene